4-acetyl-L-Phenylalanine C(C)(=O)C1=CC=C(C[C@H](N)C(=O)O)C=C1